p-azaphenylalanine N[C@@H](CC1=CC=NC=C1)C(=O)O